(S)-2-((S)-2-hydroxy-2-phenylpropanamido)-4-((2-methoxyethyl)(4-(5,6,7,8-tetrahydro-1,8-naphthyridin-2-yl)butyl)amino)butanoic acid O[C@@](C(=O)N[C@H](C(=O)O)CCN(CCCCC1=NC=2NCCCC2C=C1)CCOC)(C)C1=CC=CC=C1